5-(4-Methyl-piperazin-1-ylmethyl)-furan-2-carboxylic acid [(R)-7-(5-chloro-pyridin-3-ylmethoxy)-2,3-dihydro-benzo[1,4]dioxin-2-ylmethyl]-amide ClC=1C=C(C=NC1)COC=1C=CC2=C(O[C@@H](CO2)CNC(=O)C=2OC(=CC2)CN2CCN(CC2)C)C1